[Br-].N1[C@H](CCC1)CO D-prolinol bromide